tert-Butyl 3-(5-(3-((4-(benzyloxy)phenyl)(cyclopropylmethylamino) methyl)phenylcarbamoyl)-3-(trifluoromethyl)-1H-pyrazol-1-yl)benzylcarbamate C(C1=CC=CC=C1)OC1=CC=C(C=C1)C(C=1C=C(C=CC1)NC(=O)C1=CC(=NN1C=1C=C(CNC(OC(C)(C)C)=O)C=CC1)C(F)(F)F)NCC1CC1